tert-butyl ((1s,3s)-3-hydroxy-3-methylcyclobutyl)carbamate OC1(CC(C1)NC(OC(C)(C)C)=O)C